N1=CN=CC(=C1)C(=O)ON1C(C(=CC1=O)C)=O (3-methyl-2,5-dioxo (3-pyrrolinyl)) pyrimidine-5-carboxylate